tert-butyl N-[10-(benzyloxy)-10,18-bis(trifluoromethyl)-20-oxa-2,12,13,19-tetraazatetracyclo[13.3.1.12,5.111,14]henicosa-1(18),11,13,15(19),16-pentaen-16-yl]carbamate C(C1=CC=CC=C1)OC1(CCCCC2CCN(C3=C(C=C(C(C4=NN=C1O4)=N3)NC(OC(C)(C)C)=O)C(F)(F)F)C2)C(F)(F)F